5-(3-oxa-8-azabicyclo[3.2.1]oct-8-yl)-2-methylbenzo[d]oxazole C12COCC(CC1)N2C=2C=CC1=C(N=C(O1)C)C2